FC=1C(=C(C=CC1)NC1=C(NC2=C1C(NCC2)=O)C2=C(C=NC=C2)C#C[C@@H]2NCCC2)OC 3-[(3-fluoro-2-methoxyphenyl)amino]-2-(3-{2-[(2R)-pyrrolidin-2-yl]ethynyl}pyridin-4-yl)-1H,5H,6H,7H-pyrrolo[3,2-c]pyridin-4-one